C(C)(C)(C)OC(=O)N1CCN(CC1)C=1C2=CN(N=C2C(=CC1)C(NC1=CC2=C(N=C(O2)COC)C(=C1)F)=O)C.C(C)OC(C)OCC 1,1-Diethoxyethane tert-butyl-4-(7-{[4-fluoro-2-(methoxymethyl)-1,3-benzoxazol-6-yl]carbamoyl}-2-methylindazol-4-yl)piperazine-1-carboxylate